C1(CCCCC1)(C=1C(=C(C(=CC1)CC1=C(C=C(C(=C1)C1CCCCC1)O)C)O)C1CCCCC1)C=1C(=C(C(=CC1)CC1=C(C=C(C(=C1)C1CCCCC1)O)C)O)C1CCCCC1 cyclohexylidenebis[2-cyclohexyl-6-[(4-hydroxy-2-methyl-5-cyclohexylphenyl)methyl]phenol]